acryloxytetradecylfluorodimethylsilane C(C=C)(=O)OCCCCCCCCCCCCCC[Si](C)(C)F